hydroxyethylthiomethyl-tris(mercaptoethylthio)methane OCCSCC(SCCS)(SCCS)SCCS